ClC1=C2CC[C@](C2=CC=C1)(CCCC=C)CC(=O)O (R)-2-(4-chloro-1-(pent-4-en-1-yl)-2,3-dihydro-1H-inden-1-yl)acetic acid